4-(5-(isothiazol-5-yl)benzo[d]oxazol-2-yl)picolinic acid ethyl ester C(C)OC(C1=NC=CC(=C1)C=1OC2=C(N1)C=C(C=C2)C2=CC=NS2)=O